(Z)-8-((2-(2,6-dioxopiperidin-3-yl)-1,3-dioxoisoindolin-4-yl)amino)-N-(2-(4-(1,2-diphenylbut-1-en-1-yl)phenoxy)ethyl)-N-methyloctanamide O=C1NC(CCC1N1C(C2=CC=CC(=C2C1=O)NCCCCCCCC(=O)N(C)CCOC1=CC=C(C=C1)\C(=C(\CC)/C1=CC=CC=C1)\C1=CC=CC=C1)=O)=O